8a-(3-methyl-1,2,4-oxadiazol-5-yl)-3,13-dioxo-3,4,4a,5,6,6a,6b,7,8,8a,9,10,11,12,12a,12b,13,14b-octadecahydropicene-2-carbonitrile CC1=NOC(=N1)C12CCC3C4CCC5CC(C(=CC5C4=CC(C3C2CCCC1)=O)C#N)=O